[2H]C(C(=O)OCC)(C(=O)OCC)[2H] diethyl 2,2-dideuteriopropanedioate